C(C)(C)(C)OC(=O)NCCC(=O)NC=1C=C(CN2C(=CC3=CC=C(C=C23)C#N)C(=O)N2CCC(CC2)CCNC(OC(C)(C)C)=O)C=CC1 tert-Butyl (2-(1-(1-(3-(3-((tert-butoxycarbonyl)amino)propanamido)benzyl)-6-cyano-1H-indole-2-carbonyl)piperidin-4-yl)ethyl)carbamate